di(isodecyl) sulfosuccinate S(=O)(=O)(O)C(C(=O)OCCCCCCCC(C)C)CC(=O)OCCCCCCCC(C)C